(5-methyl-1-(1-methyl-1H-pyrazol-4-yl)-1H-indazol-6-yl)benzamide CC=1C=C2C=NN(C2=CC1C1=C(C(=O)N)C=CC=C1)C=1C=NN(C1)C